CC=1C=C2C(C=C(OC2=C(C1)[C@@H](C)NC=1C(=NC=CC1)C(=O)O)C1=NN(C2=CC=CC=C12)C)=O 3-[[(1R)-1-[6-Methyl-2-(1-methylindazol-3-yl)-4-oxo-chromen-8-yl]ethyl]amino]pyridine-2-carboxylic acid